3,4,5-trimethyl-5-ethylpyrazoline CC=1NNC(C1C)(CC)C